(1R,3S)-3-(3-((2-(methoxymethyl)pyrazolo[1,5-a]pyrazin-4-yl)amino)-1H-pyrazol-5-yl)cyclopentyl isopropylcarbamate C(C)(C)NC(O[C@H]1C[C@H](CC1)C1=CC(=NN1)NC=1C=2N(C=CN1)N=C(C2)COC)=O